5-(5-(3,5-dichloro-4-fluorophenyl)-5-(trifluoromethyl)-4,5-dihydroisoxazol-3-yl)-N'-(4-methoxybenzoyl)-5,6-dihydro-4H-thieno[2,3-c]pyrrole-2-carbohydrazide ClC=1C=C(C=C(C1F)Cl)C1(CC(=NO1)N1CC2=C(C1)C=C(S2)C(=O)NNC(C2=CC=C(C=C2)OC)=O)C(F)(F)F